1-benzyl-2-cyanopyridinium tetrakis(pentafluorophenyl)borate FC1=C(C(=C(C(=C1[B-](C1=C(C(=C(C(=C1F)F)F)F)F)(C1=C(C(=C(C(=C1F)F)F)F)F)C1=C(C(=C(C(=C1F)F)F)F)F)F)F)F)F.C(C1=CC=CC=C1)[N+]1=C(C=CC=C1)C#N